(rac)-3-(3-fluorophenyl)morpholine FC=1C=C(C=CC1)[C@H]1NCCOC1 |r|